(S)-3-(3-fluoro-4-(6-(2-propyl-2H-tetrazol-5-yl)pyridin-3-yl)phenyl)-5-(1-hydroxy-1-cyclopropylmethyl)oxazolidin-2-one FC=1C=C(C=CC1C=1C=NC(=CC1)C=1N=NN(N1)CCC)N1C(O[C@@H](C1)C(C1CC1)O)=O